(3S,8S,9S,10R,13R,14S,17R)-10,13-dimethyl-17-((R)-4-(6-(trifluoromethyl)pyridin-2-yl)butan-2-yl)-2,3,4,7,8,9,10,11,12,13,14,15,16,17-tetradecahydro-1H-cyclopenta[a]phenanthren-3-ol C[C@]12[C@H]3CC[C@@]4([C@H](CC[C@H]4[C@@H]3CC=C2C[C@H](CC1)O)[C@H](C)CCC1=NC(=CC=C1)C(F)(F)F)C